C[Si](C1=CC=C(C=C1)C(=C)C1=CC=CC=C1)(OC(C)C)OC(C)C 1-[4-(methyldiisopropyloxysilyl)phenyl]-1-phenylethene